C1(CC1)[C@H](C(C)(C)O)N1C(C2=C(C=C(C(=C2C1)F)F)C1=CC=C(C=C1)C=1OC(=NN1)C)=O (R)-2-(1-cyclopropyl-2-hydroxy-2-methylpropyl)-4,5-difluoro-7-(4-(5-methyl-1,3,4-oxadiazol-2-yl)phenyl)isoindolin-1-one